oxepin-2,7-dione O1C(C=CC=CC1=O)=O